(-)-levotartaric acid C([C@@H](O)[C@H](O)C(=O)O)(=O)O